COC1=CC=2[C@@]34C([C@H](CC2C=C1NC(=O)C1NCCN(C1)C)N(CC4)C)CCCC3 N-[(1S,9S)-4-methoxy-17-methyl-17-azatetracyclo[7.5.3.01,10.02,7]heptadeca-2(7),3,5-trien-5-yl]-4-methylpiperazine-2-carboxamide